C(C)OC(C1=CC(=CC=C1)[C@]1(CN(CCC1)S(N(C(N)=O)C)(=O)=O)NC(=O)C=1N(C2=CC=C(C(=C2C1)Cl)Cl)C)=O.ClC=1C(=C(C=C(C1)C)CC(=O)O)C |r| chloro-2,5-dimethylbenzeneacetic acid (±)-ethyl-3-[3-[(4,5-dichloro-1-methyl-indole-2-carbonyl)amino]-1-(methyl-carbamoylsulfamoyl)-3-piperidyl]benzoate